C(CCC)C(C(=O)OCCCCCCCCN(CCCCCCC(C(=O)OCCCCCCCCC)C)CCO)CCCCCCF 8-((2-hydroxyethyl)(7-methyl-8-(nonyloxy)-8-oxooctyl)amino)octyl 2-butyl-8-fluorooctanoate